2-[3-Chloro-2,6-bis(propan-2-yl)phenyl]-N-[(1-methyl-1H-pyrazol-4-yl)({[(2S)-1-methylpyrrolidin-2-yl]methyl})sulfamoyl]acetamide ClC=1C(=C(C(=CC1)C(C)C)CC(=O)NS(N(C[C@H]1N(CCC1)C)C=1C=NN(C1)C)(=O)=O)C(C)C